5-(7-{[(3-cyclopropylpropyl)amino]methyl}-1-fluoro-3-hydroxy-5,6,7,8-tetrahydronaphthalen-2-yl)-1λ6,2,5-thiadiazolidine-1,1,3-trione C1(CC1)CCCNCC1CCC=2C=C(C(=C(C2C1)F)N1CC(NS1(=O)=O)=O)O